3-methoxy-N-(5-methyl-1,2-oxazol-3-yl)-4-{[3-(4-{[(1R,4R)-4-(dimethylamino)cyclohexyl]amino}-1-(2,2,2-trifluoroethyl)-1H-indol-2-yl)prop-2-yn-1-yl]amino}benzene-1-sulfonamide COC=1C=C(C=CC1NCC#CC=1N(C2=CC=CC(=C2C1)NC1CCC(CC1)N(C)C)CC(F)(F)F)S(=O)(=O)NC1=NOC(=C1)C